FC1=C(C=CC=C1NS(=O)(=N)C1(CC1)C)CC=1C(OC2=CC(=CC=C2C1C)OC1=NC=CC=C1F)=O 3-[[2-fluoro-3-[[(1-methylcyclopropyl)sulfonimidoyl]amino]phenyl]methyl]-7-[(3-fluoro-2-pyridyl)oxy]-4-methyl-chromen-2-one